C(=C)=C1C(=O)OCC1 vinyl-yl-butyrolactone